5-methyl-6,7-dihydro-4H-benzothiophen-5-amine CC1(CCC2=C(C=CS2)C1)N